(4-(2,3-difluoro-4-(1-(tetrahydro-2H-pyran-2-yl)-1H-pyrazol-4-yl)phenyl)piperazine-1-yl)(piperidin-1-yl)methanone FC1=C(C=CC(=C1F)C=1C=NN(C1)C1OCCCC1)N1CCN(CC1)C(=O)N1CCCCC1